5-{6-[(3S)-3-(cyclopropylamino)pyrrolidin-1-yl]-1,5-naphthyridin-2-yl}-2,7-dimethylindazol C1(CC1)N[C@@H]1CN(CC1)C=1N=C2C=CC(=NC2=CC1)C1=CC2=CN(N=C2C(=C1)C)C